(S)-(1-(3-(4-cyanophenyl)-2-oxo-1,2-dihydroquinoxalin-6-yl)piperidin-3-yl)carbamic acid tert-butyl ester C(C)(C)(C)OC(N[C@@H]1CN(CCC1)C=1C=C2N=C(C(NC2=CC1)=O)C1=CC=C(C=C1)C#N)=O